(5's)-5'-methyl-7H-spiro[furo[3,4-b]pyridin-5,3'-pyrrolidine] C[C@H]1CC2(CN1)OCC1=NC=CC=C12